C1(CCCCC1)C(C)NS(=O)(=O)C1=CC=C(C(=O)NC2=C(C=CC=C2)C)C=C1 4-(N-(1-cyclohexylethyl)sulfamoyl)-N-(o-tolyl)benzamide